4-(3-cyclopropyl-2-((1-isobutylpiperidin-4-yl)ethynyl)-3H-imidazo[4,5-b]pyridin-5-yl)pyridin-2-amine C1(CC1)N1C(=NC=2C1=NC(=CC2)C2=CC(=NC=C2)N)C#CC2CCN(CC2)CC(C)C